BrC=1C=C(C(=NC1Cl)OC)C1CCN(CC1)C(=O)OC(C)(C)C tert-butyl 4-(5-bromo-6-chloro-2-methoxypyridin-3-yl)piperidine-1-carboxylate